N1C=CC2=CC(=CC=C12)S(=O)(=O)N INDOLE-5-SULFONAMIDE